NC1=C(C(=O)N[C@H]2CO[C@@H](CC2)CO)C=C(C=N1)C1=CC2=CN(N=C2C=C1)C1CN(CC1)C1CCOCC1 2-amino-N-((3r,6s)-6-(hydroxymethyl)tetrahydro-2H-pyran-3-yl)-5-(2-(1-(tetrahydro-2H-pyran-4-yl)pyrrolidin-3-yl)-2H-indazol-5-yl)nicotinamide